(4-bromomethylphenoxy)(tert-butyl)diphenylsilane BrCC1=CC=C(O[Si](C2=CC=CC=C2)(C2=CC=CC=C2)C(C)(C)C)C=C1